CC1=NC2=C3C(=CC=C2C=C1)C=CC=C3 2-methylbenzo[h]quinoline